C(C)(C)(C)OC(=O)C=1C=NC(=CC1C1=CC(=NC=C1OC)C(F)F)C=1OC(=NN1)C 2'-(Difluoromethyl)-5'-methoxy-6-(5-methyl-1,3,4-oxadiazol-2-yl)-[4,4'-bipyridine]-3-carboxylic acid tert-butyl ester